NC=1C=CC(=C(C1)C1=C(C=2N=C(N=C(C2C=N1)N1C[C@@H](NCC1)CC#N)OC[C@]12CCCN2C[C@@H](C1)F)F)C(F)(F)F 2-((S)-4-(7-(5-amino-2-(trifluoromethyl)phenyl)-8-fluoro-2-(((2R,7aS)-2-fluorotetrahydro-1H-pyrrolizin-7a(5H)-yl)methoxy)pyrido[4,3-d]pyrimidin-4-yl)piperazin-2-yl)acetonitrile